FC1=C(C=CC(=C1)C(=C)C)B1OC(C(O1)(C)C)(C)C 2-(2-Fluoro-4-(prop-1-en-2-yl)phenyl)-4,4,5,5-tetramethyl-1,3,2-dioxaborolane